n-methyl-2-[[2-[(3S)-3-(1H-1,2,4-triazol-5-yl)pyrrolidine-1-carbonyl]-2,6-diazaspiro[3.3]heptan-6-yl]methyl]benzamide CNC(C1=C(C=CC=C1)CN1CC2(CN(C2)C(=O)N2C[C@H](CC2)C2=NC=NN2)C1)=O